N=1N(N=CC1)C1=CC=C(C=C1)CCN 2-(4-[1,2,3]Triazol-2-yl-phenyl)-ethylamine